3-[2-(5-isopropoxy-1-tetrahydropyran-2-yl-indazol-3-yl)pyrimidin-4-yl]azetidine C(C)(C)OC=1C=C2C(=NN(C2=CC1)C1OCCCC1)C1=NC=CC(=N1)C1CNC1